N1=C(N=CC2=C1NC=C2)CN 7H-pyrrolo[2,3-d]Pyrimidin-2-ylmethylamine